O1COC2=C1C=CC(=C2)CC(C)C2OCCC(C2)C(=O)O 2-(2H-1,3-benzodioxol-5-yl)-1-methyl-ethyl-tetrahydro-2H-pyran-4-carboxylic acid